COC(=O)C=1N(C=CC1)CC1=C(C=NC=C1)C(F)(F)F.COC1=CC=C(C=C1)C1N=C2C=CC=CC2=CN1C 2-(4-methoxyphenyl)-3-methyl-quinazoline methyl-1-((3-(trifluoromethyl)pyridin-4-yl)methyl)-1H-pyrrole-2-carboxylate